1-methyl-1-(2-(1-methyl-1H-imidazo[1,2-b]pyrazole-7-carbonyl)-2-azaspiro[3.3]heptan-6-yl)-3-(4-(perfluoroethyl)pyridin-2-yl)urea CN(C(=O)NC1=NC=CC(=C1)C(C(F)(F)F)(F)F)C1CC2(CN(C2)C(=O)C2=C3N(N=C2)C=CN3C)C1